C(C)(C)OC([C@H](CCC(C=[N+]=[N-])=O)NC(CCOC)=O)=O.NC1=C2C(=NC=N1)N(N=C2C2=CC(=CC(=C2)O)F)C(C)C=2OC1=CC=CC=C1C(C2C2=CC(=CC=C2)F)=O 2-(1-(4-amino-3-(3-fluoro-5-hydroxyphenyl)-1H-pyrazolo[3,4-d]pyrimidin-1-yl)ethyl)-3-(3-fluorophenyl)-4H-chromen-4-one isopropyl-(S)-6-diazo-2-(3-methoxypropanamido)-5-oxohexanoate